ClC1=C(CN2CCN(CC2)C(=O)C2=C(C=CC=C2)C(C)=O)C=CC=C1 1-(2-(4-(2-chlorobenzyl)piperazine-1-carbonyl)phenyl)ethanone